C(C)(C)C=1C=C(C=CC1)[C@H](C)NC(=O)C1=CC=C2C(=C(N(C2=C1)C)C)CC=1C=C(OC(C(=O)O)(C)C)C=CC1 (S)-2-(3-((6-((1-(3-isopropylphenyl)ethyl)carbamoyl)-1,2-dimethyl-1H-indol-3-yl)methyl)phenoxy)-2-methylpropanoic acid